C(C)(C)(C)OC(=O)N1C[C@@H](CCCC1)N (R)-3-aminoazepane-1-carboxylic acid tert-butyl ester